6-(4-cyclopropyl-6-(2-methoxyethoxy)pyrimidin-5-yl)-1-(4-(5-methyl-3-(trifluoromethyl)-1H-pyrazol-1-yl)benzyl)-1H-pyrazolo[3,4-d]pyrimidine C1(CC1)C1=NC=NC(=C1C1=NC=C2C(=N1)N(N=C2)CC2=CC=C(C=C2)N2N=C(C=C2C)C(F)(F)F)OCCOC